CCC(CO)(CO)COCC(CC)(CO)CO DI-TRIMETHYLOLPROPANE